[(Z)-(5-methyl-4-oxo-2-propan-2-ylcyclohexa-2,5-dien-1-ylidene)amino] 4-methylbenzenesulfonate CC1=CC=C(C=C1)S(=O)(=O)O\N=C\1/C(=CC(C(=C1)C)=O)C(C)C